BrC1=CC2=C(C=3C=NSC31)NC=C2S(=O)(=O)NC2=NC=C(C(=N2)OC)CC(F)F 5-bromo-N-[5-(2,2-difluoroethyl)-4-methoxy-pyrimidin-2-yl]-1H-pyrrolo[2,3-e][1,2]Benzothiazole-3-sulfonamide